CC1=CC=C(C=C1)S(=O)(=O)OCC1(COCC2=CC=C(C=C12)Br)CO [6-bromo-4-(hydroxymethyl)isochroman-4-yl]methyl 4-methylbenzenesulfonate